(R)-7a'-(Hydroxymethyl-d2)-6'-methylenetetrahydrospiro[cyclopropane-1,1'-pyrrolizin]-3'(2'H)-one OC([C@@]12CC(CN2C(CC12CC2)=O)=C)([2H])[2H]